(1R,5S)-6,6-difluoro-N-(7-methoxy-4-(1-methyl-3-phenyl-1H-pyrazol-4-yl)pyrido[3,2-d]pyrimidin-6-yl)-3-methyl-3-azabicyclo[3.1.0]hexane-1-carboxamide FC1([C@@H]2CN(C[C@]12C(=O)NC=1C(=CC=2N=CN=C(C2N1)C=1C(=NN(C1)C)C1=CC=CC=C1)OC)C)F